2-chloroquinoline-7-sulfonyl chloride ClC1=NC2=CC(=CC=C2C=C1)S(=O)(=O)Cl